FC1=CC=C(C=N1)C(=O)N 6-fluoropyridine-3-carboxamide